3-(4-(2-chloro-3-fluorophenyl)piperidine-1-carbonyl)-[1,2,4]triazolo[4,3-a]pyridine-6-carbonitrile ClC1=C(C=CC=C1F)C1CCN(CC1)C(=O)C1=NN=C2N1C=C(C=C2)C#N